(R)-2-((2-chloro-5,6,7,8-tetrahydropyrido[4,3-d]pyrimidin-4-yl)oxy)-1-fluoro-10-methyl-5,6,8,9,10,11-hexahydro-7H-pyrido[3',4':4,5]pyrrolo[2,3-f]isoquinolin-7-one ClC=1N=C(C2=C(N1)CCNC2)OC=2N=CC=1CCC3=C(C1C2F)NC2=C3C(NC[C@H]2C)=O